octahydroindol N1CCC2CCCCC12